C(#N)C1(CC1)COC1=CC2=C(N(N=C2C=C1)C)C(=O)N[C@H](C(=O)N)CO (2S)-2-({5-[(1-cyanocyclopropyl)methoxy]-2-methyl-2H-indazol-3-yl}formamido)-3-hydroxypropanamide